2-(8-ethyl-2-methylimidazo[1,2-a]pyridin-6-yl)-7-(piperidin-4-yl)-4H-pyrido[1,2-a]pyrimidin-4-one C(C)C=1C=2N(C=C(C1)C=1N=C3N(C(C1)=O)C=C(C=C3)C3CCNCC3)C=C(N2)C